tert-Butyl ((1R,3R)-3-(6-chloro-3-methyl-2-oxo-2,3-dihydro-1H-imidazo[4,5-c]pyridin-1-yl)cyclopentyl)carbamate ClC1=CC2=C(C=N1)N(C(N2[C@H]2C[C@@H](CC2)NC(OC(C)(C)C)=O)=O)C